1,4-cyclohexanedi(methylamine) C1(CCC(CC1)CN)CN